ClC=1C(=NC=CN1)/C=C/C(=O)OC Methyl (E)-3-(3-chloropyrazin-2-yl)acrylate